4'-[4-(2-hydroxyethoxy)benzoyl]chalcone OCCOC1=CC=C(C(=O)C2=CC=C(C(/C=C/C3=CC=CC=C3)=O)C=C2)C=C1